2-(4-(4-((3-(2,4-dioxotetrahydropyrimidin-1(2H)-yl)pyridin-4-yl)methyl)piperazin-1-yl)phenyl)-2H-indazole-7-carboxamide O=C1N(CCC(N1)=O)C=1C=NC=CC1CN1CCN(CC1)C1=CC=C(C=C1)N1N=C2C(=CC=CC2=C1)C(=O)N